sodium 10-(carboxymethyl-aminocarbonyl)-3,7-bis(dimethylamino)phenothiazine C(=O)(O)CNC(=O)N1C2=CC=C(C=C2SC=2C=C(C=CC12)N(C)C)N(C)C.[Na]